3-((3-chloro-2-methoxyphenyl)amino)-2-(6-(oxetan-3-yloxy)-1,5-naphthyridin-4-yl)-6,7-dihydropyrano[4,3-b]pyrrol-4(1H)-one ClC=1C(=C(C=CC1)NC=1C2=C(NC1C1=CC=NC3=CC=C(N=C13)OC1COC1)CCOC2=O)OC